O.S1(=O)(=O)NC(=O)C2=CC=CC=C12.[Na] sodium saccharin salt hydrate